CN1C(C2N(CC1)CCNC2)=O 2-methyl-octahydro-1H-pyrazino[1,2-a]pyrazin-1-one